C(C=C)C(C(=O)O)(CC(=O)O)S(=O)(=O)O.C(CCC(=O)O)(=O)O.C(C=C)S(=O)(=O)O allyl-sulfonate succinate (allylsulfosuccinate)